3-Chloro-pyridine-2-carboxylic acid {(R or S)-1-[5-(7-fluoro-1-methyl-2-oxo-1,2,3,4-tetrahydro-quinolin-6-yl)-4-methyl-pyridin-3-yl]-ethyl}-amide FC1=C(C=C2CCC(N(C2=C1)C)=O)C=1C(=C(C=NC1)[C@@H](C)NC(=O)C1=NC=CC=C1Cl)C |o1:19|